C(C1=CC=CC=C1)OC(C(=O)OCC)CCC=C ethyl 2-benzyloxyhex-5-enoate